4-bromo-5-(2,6-dimethylphenoxy)pyridin-2-ol BrC1=CC(=NC=C1OC1=C(C=CC=C1C)C)O